(2S,5R)-2-(N-(3-(methylamino) cyclohexane-1-carbonyl) carbamimidoyl)-7-oxo-1,6-diazabicyclo[3.2.1]octan-6-yl hydrogen sulfate S(=O)(=O)(ON1[C@@H]2CC[C@H](N(C1=O)C2)C(NC(=O)C2CC(CCC2)NC)=N)O